[OH-].[La+3].[OH-].[OH-] lanthanum(III) hydroxide